C1=CC(=CC=C1C2=COC3=C(C2=O)C=CC(=C3)O)[O-] The molecule is a flavonoid oxoanion obtained by deprotonation of the 7-hydroxy group of daidzein. It is the major microspecies at pH 7.3 (according to Marvin v 6.2.0.). It has a role as an antineoplastic agent, a phytoestrogen, a plant metabolite and an EC 2.7.7.7 (DNA-directed DNA polymerase) inhibitor. It is a conjugate base of a daidzein.